C(C=C)(=O)NC(CS(=O)(=O)O)(C)C.[Li] lithium 2-Acrylamido-2-Methylpropanesulfonic Acid